allyl-palladium (II) trifluoroacetate FC(C(=O)[O-])(F)F.C(C=C)[Pd+]